2,4-diisobutylcyclobutane-1,3-diol C(C(C)C)C1C(C(C1O)CC(C)C)O